N1N=CN=C1C1=NC=CC=C1 2-(1H-1,2,4-triazol-5-yl)pyridine